2-[[2-(4-cyclopropyl-2-methoxy-3-pyridyl)pyrrolo[3,2-d]pyrimidin-5-yl]methoxy]ethyl-trimethyl-silane C1(CC1)C1=C(C(=NC=C1)OC)C=1N=CC2=C(N1)C=CN2COCC[Si](C)(C)C